2-(((2SR,5r,8RS)-8-(tert-butyl)-1-oxaspiro[4.5]dec-2-yl)oxy)ethan-1-ol potassium magnesium ferrocyanide [Fe-4](C#N)(C#N)(C#N)(C#N)(C#N)C#N.[Mg+2].[K+].C(C)(C)(C)C1CCC2(CC[C@H](O2)OCCO)CC1 |r|